[N+](=O)([O-])C=1C=C(OCCN2CCC(CC2)O)C=C(C1)C=C 1-(2-(3-nitro-5-vinylphenoxy)ethyl)piperidin-4-ol